2-methyl-4,5,6,7-tetrahydropyrazolo[1,5-a]Pyridine-4-ol CC1=NN2C(C(CCC2)O)=C1